ClC=1N=C(C2=C(N1)NC=C2)N[C@H]2CN(CC[C@H]2O)C(=O)OC(C)(C)C |r| Rac-(3S,4R)-tert-Butyl 3-((2-chloro-7H-pyrrolo[2,3-d]pyrimidin-4-yl)amino)-4-hydroxypiperidine-1-carboxylate